(11Ar)-6,6,10-trimethyl-3-pentyl-7,8,9,11a-tetrahydro-6aH-cyclohepta[c]chromen-1-ol CC1(OC=2C=C(C=C(C2[C@H]2C1CCCC(=C2)C)O)CCCCC)C